Cl.NC\C=C(\CN1C(=NC2=C1C=C(C=C2C2=CC=C(C=C2)S(NC2CC2)(=O)=O)C(=O)N(C)C)C)/F (Z)-1-(4-amino-2-fluorobut-2-en-1-yl)-4-(4-(N-cyclopropylsulfamoyl)phenyl)-N,N,2-trimethyl-1H-benzo[d]imidazol-6-carboxamide Hydrochloride